3-(1-Aminocyclopropyl)-N-(isoquinolin-6-yl)-2-phenylpropionamide NC1(CC1)CC(C(=O)NC=1C=C2C=CN=CC2=CC1)C1=CC=CC=C1